4-((4-(8-fluoro-5H-imidazo[5,1-a]isoindol-5-yl)piperidin-1-yl)sulfonyl)morpholine FC1=CC=C2C(N3C(C2=C1)=CN=C3)C3CCN(CC3)S(=O)(=O)N3CCOCC3